5-tert-butoxycarbonyl-1-(1-tert-butoxycarbonyl-4-piperidyl)-2-oxo-pyridine-4-carboxylic acid C(C)(C)(C)OC(=O)C=1C(=CC(N(C1)C1CCN(CC1)C(=O)OC(C)(C)C)=O)C(=O)O